ClC1(CC1)C(CC1=C(C=CC=C1)Cl)(CN1NCNC1=S)O 2-(1-chloro-cyclopropane-1-yl)-1-(2-chlorophenyl)-2-hydroxy-3-(1,2,4-triazolidine-5-thione-1-yl)-propane